tert-Butyl 6-(1,4-diazepan-1-yl)pyridine-2-carboxylate N1(CCNCCC1)C1=CC=CC(=N1)C(=O)OC(C)(C)C